4-(6-(((1R,3s,5S)-1,5-dimethyl-8-azabicyclo[3.2.1]octan-3-yl)(methyl)amino)pyridazin-3-yl)-4'-fluoro-3'-methoxy-[1,1'-biphenyl]-3-ol C[C@]12CC(C[C@](CC1)(N2)C)N(C2=CC=C(N=N2)C2=C(C=C(C=C2)C2=CC(=C(C=C2)F)OC)O)C